3-methoxy-6-(1-methoxy-1-methylethyl)-3-methylcyclohexene COC1(C=CC(CC1)C(C)(C)OC)C